N[C@H]1CN(CCC1)C(=O)C1=NN(C(=C1)C1=CC=C(C#N)C=C1)C1=CC=C(C=C1)C(C)(C)C (R)-4-(3-(3-aminopiperidine-1-carbonyl)-1-(4-(tert-butyl)phenyl)-1H-pyrazole-5-yl)benzonitrile